BrCC1=NC=C(C(=O)NC=2SC=3C(=NC=C(N3)C3CC3)N2)C(=C1)C1=C(C=CC(=C1)Cl)OC 6-(bromomethyl)-4-(5-chloro-2-methoxyphenyl)-N-(6-cyclopropylthiazolo[4,5-b]pyrazin-2-yl)nicotinamide